P(O)(O)(=O)N.NC(C)CC1=CC=CC=C1 amphetamine phosphoramidate